COC1=CC=C(C=N1)CN1C[C@@H](N(C[C@H]1C)C1=CC=C(C=N1)C1=NC2=CC=CC=C2C(=N1)NC1=NNC(=C1)C)C 2-(6-((2S,5R)-4-((6-methoxy-pyridin-3-yl)methyl)-2,5-di-methylpiperazin-1-yl)pyridin-3-yl)-N-(5-methyl-1H-pyrazol-3-yl)quinazolin-4-amine